C1C(CC12CCC2)NC(=O)NC2(CCOCC2)C2=CC(=NC=C2)OCC(F)(F)F 1-spiro[3.3]hept-2-yl-3-{4-[2-(2,2,2-trifluoro-ethoxy)-pyridin-4-yl]-tetrahydro-pyran-4-yl}-urea